(R)-N-(4-(3-((4-(azetidin-1-yl)-5-chloropyrimidin-2-yl)amino)pyrrolidine-1-carbonyl)phenyl)acrylamide N1(CCC1)C1=NC(=NC=C1Cl)N[C@H]1CN(CC1)C(=O)C1=CC=C(C=C1)NC(C=C)=O